CN(C=1C2(C3=CC4=CC=CC=C4C3=CC1)C=CC=C1C3=CC=CC=C3C=C12)C1=C(C=CC=C1)C1=CC=CC=C1 methyl-(biphenylyl)(spirobifluorenyl)amine